1-((5-methyl-1,3,4-oxadiazol-2-yl)methyl)-1H-pyrazolo[4,3-b]pyridin-6-ylbenzoic acid CC1=NN=C(O1)CN1N=CC2=NC=C(C=C21)C2=C(C(=O)O)C=CC=C2